FC1=C2C=NN(C2=CC(=C1C(C)=O)[N+](=O)[O-])C 1-(4-fluoro-1-methyl-6-nitro-1H-indazol-5-yl)ethan-1-one